ClC1=CC=C(C=C1)C1=CC=C(O1)C=C1C(C2=CC=CC=C2C1)=O 2-[[5-(4-Chlorophenyl)-2-furanyl]methylene]-2,3-dihydro-1H-inden-1-one